(2,3-dibromopropyl) 2,3-dichloropropyl phosphate P(=O)(OCC(CBr)Br)(OCC(CCl)Cl)[O-]